(S)-5-(4-((6,6-bis(methoxymethyl)-1,4-dioxan-2-yl)methoxy)phenyl)-2-oxo-6-(trifluoromethyl)-1,2-dihydropyridine-3-carboxamide COCC1(COC[C@H](O1)COC1=CC=C(C=C1)C=1C=C(C(NC1C(F)(F)F)=O)C(=O)N)COC